N-(5-cyano-6-(difluoromethoxy)pyridin-3-yl)-2-fluoro-8-methyl-8-(1-methyl-1H-pyrazol-4-yl)-7,8-dihydro-6H-cyclopenta[e]pyrazolo[1,5-a]pyrimidine-6-carboxamide C(#N)C=1C=C(C=NC1OC(F)F)NC(=O)C1CC(C2=C1C=NC=1N2N=C(C1)F)(C=1C=NN(C1)C)C